CN(CCOC1=CC(=C(C(=C1)F)F)F)C N,N-dimethyl-2-(3,4,5-trifluorophenoxy)ethan-1-amine